NC1=C(C(=NN1C1CCCC1)C1=C(C=C(C=C1F)CNC(C1=C(C=CC=C1)OC)=O)F)C#N N-[[4-(5-amino-4-cyano-1-cyclopentyl-pyrazol-3-yl)-3,5-difluoro-phenyl]methyl]-2-methoxy-benzamide